ClC=1C=C(C=CC1C(=O)N1CCN(CC1)C(CC1(CNC1)O)=O)NC(=O)C=1N(C(=CN1)C1=C(C(=C(C=C1)OCF)F)F)C N-[3-chloro-4-[4-[2-(3-hydroxyazetidin-3-yl)acetyl]piperazine-1-carbonyl]phenyl]-5-[2,3-difluoro-4-(fluoromethoxy)phenyl]-1-methyl-imidazole-2-carboxamide